S(=O)(=O)(OCC(F)(F)F)[O-].[Li+] lithium 2,2,2-trifluoroethyl sulfate